N(=[N+]=[N-])C1=CC=C(C(=O)O)C=C1.C1(=CC=CC=C1)N=[N+]=[N-] phenyl azide compound with 4-azidobenzoic acid